The molecule is a polysaccharide acid oxoanion arising from global deprotonation of the carboxylic and sulfonic acid groups of the repeating units in chondroitin 6'-sulfate; major species at pH 7.3. It derives from a chondroitin D-glucuronate anion. It is a conjugate base of a chondroitin 6'-sulfate. CC(=O)N[C@@H]1[C@H]([C@H]([C@H](O[C@H]1O)COS(=O)(=O)[O-])O)O[C@H]2[C@@H]([C@H]([C@@H]([C@H](O2)C(=O)[O-])O)O)O